S1SC(CC1)CCCCC(=O)N 1,2-dithiolane-3-valeramide